4'-((S)-4-((4-(4-aminopyrimidin-2-yl)-1-methyl-1H-pyrazol-5-yl)oxy)butan-2-yl)-6'-chloro-N4-((1r,3S)-3-methoxycyclobutyl)-[2,3'-bipyridine]-4,4'-diamine NC1=NC(=NC=C1)C=1C=NN(C1OCC[C@H](C)C1(C(=CN=C(C1)Cl)C1=NC=CC(=C1)NC1CC(C1)OC)N)C